N1(C=CC=C1)C1=C(C(=O)O)C=CC=C1N1CC(C1)OC1=CC=C(C=C1)NC(=O)C=1SC=CC1 2-(1H-pyrrol-1-yl)-3-(3-(4-(thiophene-2-carboxamido)phenoxy)azetidin-1-yl)benzoic acid